trans-(4-(((4-((tert-butoxycarbonyl)amino)cyclohexyl)methyl)(methyl)carbamoyl)phenyl)boronic acid C(C)(C)(C)OC(=O)N[C@@H]1CC[C@H](CC1)CN(C(=O)C1=CC=C(C=C1)B(O)O)C